O=C1NC(CCC1N1C(C2=CC=C(C=C2C1=O)N1CCC(CC1)C(=O)O)=O)=O 1-[2-(2,6-dioxopiperidin-3-yl)-1,3-dioxoisoindol-5-yl]piperidine-4-carboxylic acid